C(C)(C)(C)[C@H]1CN(CCN1)C=1N=NC(=CN1)C1=C(C=C(C=C1)N1N=CC=N1)O 2-{3-[(3S)-3-tert-butylpiperazin-1-yl]-1,2,4-triazin-6-yl}-5-(2H-1,2,3-triazol-2-yl)phenol